3,4-epoxycyclohexyl-methane acrylate C(C=C)(=O)O.C1(CC2C(CC1)O2)C